N1(CCOCC1)C1=NC(=NC(=N1)N1CCOCC1)C(=O)O 4,6-dimorpholin-4-yl-[1,3,5]triazine-2-carboxylic acid